BrC=1C(=C(OCC(=O)C2=C(C=C(C=C2)Cl)F)C=CC1)OCOC 2-(3-Bromo-2-(methoxymethoxy)phenoxy)-1-(4-chloro-2-fluorophenyl)ethan-1-one